ClC1=C(C(=O)NC2=CC(=NN2C)C(F)(F)F)C=CC=C1 2-chloro-N-(1-methyl-3-(trifluoromethyl)-1H-pyrazol-5-yl)benzamide